7-chloro-8-(4-fluorophenyl)-2-(prop-2-yn-1-ylsulfanyl)-3H-pyrazolo[1,5-a][1,3,5]triazin-4-one ClC1=NN2C(N=C(NC2=O)SCC#C)=C1C1=CC=C(C=C1)F